(2S)-2-(cyanomethyl)-4-(7-(7-fluoro-8-methylnaphthalen-1-yl)-2-(methylsulfinyl)-5,6,7,8-tetrahydropyrido[3,4-d]pyrimidin-4-yl)piperazine-1-carboxylic acid benzyl ester C(C1=CC=CC=C1)OC(=O)N1[C@H](CN(CC1)C=1C2=C(N=C(N1)S(=O)C)CN(CC2)C2=CC=CC1=CC=C(C(=C21)C)F)CC#N